benzyl 1,1-difluoro-5-azaspiro[2.4]heptane-5-carboxylate FC1(CC12CN(CC2)C(=O)OCC2=CC=CC=C2)F